(2S)-3-[3-(1-Methyl-1H-indazol-3-yl)phenyl]-2-[(3R)-pyrrolidin-3-yl]propanoic acid hydrochloride Cl.CN1N=C(C2=CC=CC=C12)C=1C=C(C=CC1)C[C@H](C(=O)O)[C@@H]1CNCC1